N-(3-(5-((1-Acryloylpiperidin-4-yl)oxy)-6-aminopyrimidin-4-yl)-5-fluoro-2-methylphenyl)-4-cyclopropyl-2-fluorobenzamide C(C=C)(=O)N1CCC(CC1)OC=1C(=NC=NC1N)C=1C(=C(C=C(C1)F)NC(C1=C(C=C(C=C1)C1CC1)F)=O)C